C12CN(CC(CC1)N2)C2=NC(=C(C1=C(C(=NC=C21)C2=CC(=CC1=CC=C(C(=C21)C#C)F)O)F)C)NC(C)=O N-(1-(3,8-diazabicyclo[3.2.1]octan-3-yl)-6-(8-ethynyl-7-fluoro-3-hydroxynaphthalen-1-yl)-5-fluoro-4-methyl-2,7-naphthyridin-3-yl)acetamide